O[C@@H]1C[C@H](N(C1)C(=O)OC(C)(C)C)C(N[C@@H](C)C1=CC=C(C=C1)C1=C(N=CS1)C)=O tert-butyl (2S,4R)-4-hydroxy-2-(((S)-1-(4-(4-methylthiazol-5-yl) phenyl) ethyl)carbamoyl)pyrrolidine-1-carboxylate